(S,Z)-4-(methylsulfonyl)but-3-en-2-amine, 4-methylbenzenesulfonic acid salt CC1=CC=C(C=C1)S(=O)(=O)O.CS(=O)(=O)\C=C/[C@H](C)N